2-(6-oxa-3-azabicyclo[3.1.1]hept-3-yl)acetic acid tert-butyl ester C(C)(C)(C)OC(CN1CC2OC(C1)C2)=O